C1=CC=CC=CC=CC=CC=CC=C1 cyclotetradecaneheptaene